N(CC(=O)[O-])(CC(=O)[O-])CC(=O)[O-].[Na+].[Na+].[Na+] tri-sodium nitrilotriacetate